C[C@@H]1NC2=CC=C3C(=C2CC1)N=C(N3CCN(C3CCOCC3)C)CCN3N=CC=C3 (7S)-7-Methyl-3-{2-[methyl(oxan-4-yl)amino]ethyl}-2-[2-(1H-pyrazol-1-yl)ethyl]-3H,6H,7H,8H,9H-imidazo[4,5-f]chinolin